N-allyl-N-[[4-[5-(trifluoromethyl)-1,2,4-oxadiazol-3-yl]phenyl]methyl]propionamide C(C=C)N(C(CC)=O)CC1=CC=C(C=C1)C1=NOC(=N1)C(F)(F)F